amino-1-(4-aminobenzyl)-1H-pyrazolo[3,4-d]pyrimidine NC1=NN(C2=NC=NC=C21)CC2=CC=C(C=C2)N